3-Cyclopropyl-6-{[(3R)-3-(2,3-dichloro-6-fluorophenyl)-1-[(2E)-4-methoxybut-2-enoyl]pyrrolidin-3-yl]amino}-8-fluoroquinazolin-4-one C1(CC1)N1C=NC2=C(C=C(C=C2C1=O)N[C@@]1(CN(CC1)C(\C=C\COC)=O)C1=C(C(=CC=C1F)Cl)Cl)F